Methyl (S)-3-((3,3-dibutyl-7-(methylthio)-1,1-dioxido-5-phenyl-2,3,4,5-tetrahydro-1,2,5-benzothiadiazepin-8-yl)oxy)-2-hydroxypropanoate C(CCC)C1(NS(C2=C(N(C1)C1=CC=CC=C1)C=C(C(=C2)OC[C@@H](C(=O)OC)O)SC)(=O)=O)CCCC